FC=1C=CC(=NC1C)C1=NNC=C1C=1N=C2C=C(C=NC2=CC1)C=1C=NN(C1)CC1CCC(CC1)N 4-[[4-[6-[3-(5-fluoro-6-methyl-2-pyridyl)-1H-pyrazol-4-yl]-1,5-naphthyridin-3-yl]pyrazol-1-yl]methyl]cyclohexanamine